C(C)(C)(C)OC(=O)N1CC2=CC(=CC=C2CC1)OCC1=NC=CC=C1 7-(Pyridin-2-ylmethoxy)-3,4-dihydroisoquinoline-2(1H)-carboxylic acid tert-butyl ester